(2R,4R)-1-cyano-N-[2-[2-(3-fluorophenyl)ethylamino]-2-oxo-1-(3-pyridyl)ethyl]-4-methoxy-N-[4-(pentafluoro-λ6-sulfanyl)phenyl]pyrrolidine-2-carboxamide C(#N)N1[C@H](C[C@H](C1)OC)C(=O)N(C1=CC=C(C=C1)S(F)(F)(F)(F)F)C(C(=O)NCCC1=CC(=CC=C1)F)C=1C=NC=CC1